O=C1CC(CN(C1)C(=O)OCC1=CC=CC=C1)C(=O)OC 1-benzyl 3-methyl 5-oxopiperidine-1,3-dicarboxylate